(1-methyl-2-phenyl-1H-imidazo[4,5-b]pyrazin-5-yl)((1R,5S,6r)-6-(((2-(trifluoromethyl)pyridin-3-yl)oxy)methyl)-3-azabicyclo[3.1.0]hexan-3-yl)methanone CN1C(=NC=2C1=NC=C(N2)C(=O)N2C[C@H]1C([C@H]1C2)COC=2C(=NC=CC2)C(F)(F)F)C2=CC=CC=C2